N=1C=CN2C1CC(CC2)OCC21CC(C2)(C1)CN [3-(5,6,7,8-tetrahydroimidazo[1,2-a]pyridin-7-yloxymethyl)-1-bicyclo[1.1.1]pentanyl]methanamine